COC(CCCC=C1C([C@H]2CC[C@@H]([C@@H]2C1)\C=C\C([C@H](CC#CC)C)=O)OC1OCCCC1)=O (3aS,4R,5R,6aS)-5-[(tetrahydro-2H-pyran-2-yl)oxyl-4-[(1E,4S)-4-methyl-3-oxo-octen-6-yn-1-yl]hexahydropentalen-2(1H)-ylidene]pentanoic acid methyl ester